1-[5-tert-butyl-8-(4-chlorobenzyl)-3,4,6,7,13-pentazatricyclo[7.4.0.02,6]trideca-1(9),2,4,7,10,12-hexaen-11-yl]piperidin-4-ol C(C)(C)(C)C1=NN=C2C=3N=CC(=CC3C(=NN12)CC1=CC=C(C=C1)Cl)N1CCC(CC1)O